4-(4-cyclopropyl-3-ethyl-5-oxo-4,5-dihydro-1H-1,2,4-triazol-1-yl)-5-fluoro-N-(2-fluorophenyl)-2-{[(2S)-1,1,1-trifluoropropan-2-yl]oxy}benzamide C1(CC1)N1C(=NN(C1=O)C1=CC(=C(C(=O)NC2=C(C=CC=C2)F)C=C1F)O[C@H](C(F)(F)F)C)CC